2-(3'-dodecyl-2'-hydroxy-5'-methylphenyl)benzotriazole tert-butyl-(4-(3,4-dihydro-2H-benzo[b][1,4]oxazin-3-yl)-3-fluorophenyl)carbamate C(C)(C)(C)N(C(O)=O)C1=CC(=C(C=C1)C1NC2=C(OC1)C=CC=C2)F.C(CCCCCCCCCCC)C=2C(=C(C=C(C2)C)N2N=C1C(=N2)C=CC=C1)O